O1C2(OCC1)CC1(CCC2)CCC2=CC=CC=C21 2,3-dihydrodispiro[indene-1,1'-cyclohexane-3',2''-[1,3]dioxolane]